ClC=1C=C(C=CC1)[C@@H](C(=O)N1[C@H]2CC([C@@H]([C@@H]1C(=O)N[C@@H](C[C@@H]1C(NCC1)=O)C#N)CC2)(F)F)O (1R,3R,4R)-2-((S)-2-(3-chlorophenyl)-2-hydroxyacetyl)-N-((S)-1-cyano-2-((R)-2-oxopyrrolidin-3-yl)ethyl)-5,5-difluoro-2-azabicyclo[2.2.2]octane-3-carboxamide